S1N=NC=C1C(=O)N thiadiazole-5-carboxamide